O=C1NC(CCC1N1C(N(C2=C1C=CC(=C2)C#CCOCCCCN2CCN(CC2)C(=O)OC(C)(C)C)C)=O)=O tert-butyl 4-[4-([3-[1-(2,6-dioxopiperidin-3-yl)-3-methyl-2-oxo-1,3-benzodiazol-5-yl]prop-2-yn-1-yl]oxy)butyl]piperazine-1-carboxylate